((((4,4-difluorocyclohexyl)methoxy)methanesulfonyl)amino)amine FC1(CCC(CC1)COCS(=O)(=O)NN)F